3-(2,6-dimethylphenyl)-1-((tetrahydro-2H-pyran-4-yl)methyl)-1H-pyrrole-2,5-dione CC1=C(C(=CC=C1)C)C=1C(N(C(C1)=O)CC1CCOCC1)=O